Propan-2-yl 2-{[(1,2,3,5,6,7-hexahydro-s-indacen-4-yl)-carbamoyl]oxy}-3-(2-methyl-pyrimidin-4-yl)propanoate C1CCC2=C(C=3CCCC3C=C12)NC(=O)OC(C(=O)OC(C)C)CC1=NC(=NC=C1)C